FC1=C2C=C(NC2=CC=C1)C(=O)N1[C@@H](CC(C1)(C)C)C(=O)N[C@H](C=O)C[C@H]1C(NCC1)=O (S)-1-(4-Fluoro-1H-indole-2-carbonyl)-4,4-dimethyl-N-((S)-1-oxo-3-((S)-2-oxopyrrolidin-3-yl)propan-2-yl)pyrrolidine-2-carboxamide